4-(((6-bromopyridin-2-yl)amino)methyl)tetrahydro-2H-pyran-4-carbonitrile BrC1=CC=CC(=N1)NCC1(CCOCC1)C#N